(3S)-3-((Z)-2-((2-(4-(1-(3-aminopropyl)-2-methyl-1H-pyrazol-2-ium-4-yl)phenoxy)-1-phosphonoethoxy)imino)-2-(2-aminothiazol-4-yl)acetamido)-2,2-dimethyl-4-oxoazetidin-1-yl sulfate S(=O)(=O)(ON1C([C@@H](C1=O)NC(\C(\C=1N=C(SC1)N)=N/OC(COC1=CC=C(C=C1)C=1C=[N+](N(C1)CCCN)C)P(=O)(O)O)=O)(C)C)[O-]